C(C)OC1=C(C=C2CCN(C(C2=C1)CCC1=COC2=C1C=C(C=C2)C#N)C(=O)N2CCOCC2)OC 3-(2-(7-ethoxy-6-methoxy-2-(morpholin-4-carbonyl)-1,2,3,4-tetrahydroisoquinolin-1-yl)ethyl)benzofuran-5-carbonitrile